N-[1-(1,3-benzothiazol-2-yl)-2-(3-cyanophenyl)ethyl]-3-nitro-benzenesulfonamide S1C(=NC2=C1C=CC=C2)C(CC2=CC(=CC=C2)C#N)NS(=O)(=O)C2=CC(=CC=C2)[N+](=O)[O-]